C(CCCCCCC\C=C/C[C@H](O)CCCCCC)(=O)[O-].[Zn+2].[Ba+2].FC1=C(/C=C/C2=NC=CC3=CC=CC=C23)C=C(C=C1)C.C(CCCCCCC\C=C/C[C@H](O)CCCCCC)(=O)[O-].C(CCCCCCC\C=C/C[C@H](O)CCCCCC)(=O)[O-].C(CCCCCCC\C=C/C[C@H](O)CCCCCC)(=O)[O-] (E)-1-(2-fluoro-5-METHYLSTYRYL)isoquinoline barium-zinc ricinoleate